C12(CC3CC(CC(C1)C3)C2)NCCCCCNC2=C3C(N(C(=NC3=CC=C2)C)C2C(NC(CC2)=O)=O)=O 3-(5-((5-(((1s,3s)-adamantan-1-yl)amino)pentyl)amino)-2-methyl-4-oxoquinazolin-3(4H)-yl)piperidine-2,6-dione